O[C@H](COC=1C=C(C=CC1)S(=O)(=O)C(C(=O)OCC)(C)C)CN[C@H]1COC2(C1)CCN(CC2)S(=O)(=O)C=2C=NC1=CC=CC=C1C2 ethyl 2-(3-((S)-2-hydroxy-3-((R)-8-(quinolin-3-ylsulfonyl)-1-oxa-8-azaspiro[4.5]decan-3-ylamino) propoxy) phenylsulfonyl)-2-methylpropionate